C(C)(C)(C)OC(=O)N1C(=CC=2C1=CN=CC2)C2=NC(=C(C=C2)Br)F 2-(5-bromo-6-fluoro-pyridin-2-yl)pyrrolo[2,3-c]pyridine-1-carboxylic acid tert-butyl ester